CN(C1CCN(CCC1)C1=C(C=C(C=C1)NC=1N=C(C2=C(N1)SC=C2C)NC=2C=C(C=CC2)C(C)(C)O)OC)C 2-(3-((2-((4-(4-(dimethylamino)azepan-1-yl)-3-methoxyphenyl)amino)-5-methylthieno[2,3-d]pyrimidin-4-yl)amino)phenyl)propan-2-ol